C(C)(=O)N1CCC(CC1)C1=NN(C2=CC=CC(=C12)C=1N=CC2=CC=CC=C2C1)CC(=O)NCC(=O)NCC(=O)O (2-(3-(1-acetylpiperidin-4-yl)-4-(isoquinolin-3-yl)-1H-indazol-1-yl)acetyl)glycylglycine